(4-(Methyl((trans)-4-((N-methylsulfamoyl) methyl)cyclohexyl)amino)-7H-pyrrolo[2,3-d]pyrimidin-7-yl)methyl 2-(3-phenoxyphenyl)propanoate O(C1=CC=CC=C1)C=1C=C(C=CC1)C(C(=O)OCN1C=CC2=C1N=CN=C2N([C@@H]2CC[C@H](CC2)CS(NC)(=O)=O)C)C